N,N,N',N'-tetramethyl-1,6-hexandiamine CN(CCCCCCN(C)C)C